2-[7-chloro-6-[4-(1-ethyl-4-piperidinyl)phenyl]-4-fluoro-1-oxo-isoindolin-2-yl]-2-(5-fluoro-2-hydroxy-phenyl)-N-thiazol-2-yl-acetamide ClC=1C(=CC(=C2CN(C(C12)=O)C(C(=O)NC=1SC=CN1)C1=C(C=CC(=C1)F)O)F)C1=CC=C(C=C1)C1CCN(CC1)CC